NC1=C(C=C(OC2=CC(=NC=C2)NC(=O)C2CC2)C=C1)F N-(4-(4-amino-3-fluorophenoxy)pyridin-2-yl)cyclopropanecarboxamide